N-[3-[5-[3-chloro-5-(3-hydroxyazetidin-3-yl)phenoxy]-2-(difluoromethoxy)phenyl]-1-methyl-pyrazol-4-yl]pyrazolo[1,5-a]pyrimidine-3-carboxamide ClC=1C=C(OC=2C=CC(=C(C2)C2=NN(C=C2NC(=O)C=2C=NN3C2N=CC=C3)C)OC(F)F)C=C(C1)C1(CNC1)O